ClC1=C(C(=O)[O-])C=CC=N1 2-chloronicotinate